2-cyclopropyl-2-(3-(((trans)-4-(2-fluoro-5-methoxyphenyl)cyclohexyl)methoxy)phenyl)ethanol C1(CC1)C(CO)C1=CC(=CC=C1)OC[C@@H]1CC[C@H](CC1)C1=C(C=CC(=C1)OC)F